CC1=NC(=CC(=C1)C=1NC2=CC=C(C=C2C1C(C)C)C1CCN(CC1)C(CCNC1=NC=CC=N1)=O)C 1-(4-(2-(2,6-dimethylpyridin-4-yl)-3-isopropyl-1H-indol-5-yl)piperidin-1-yl)-3-(pyrimidin-2-ylamino)propan-1-one